C(CC)C=1NC=2N(C(C1)=O)N=C(N2)NCC2=CC=C(C=C2)C2=NC=CC=N2 5-propyl-2-[(4-pyrimidin-2-ylphenyl)methylamino]-4H-[1,2,4]triazolo[1,5-a]pyrimidin-7-one